2-((1-(3-isopropyl-2-(8-methoxy-[1,2,4]triazolo[1,5-a]pyridin-6-yl)-1H-pyrrolo[2,3-c]pyridin-5-yl)piperidin-4-yl)amino)-N,N-dimethylacetamide C(C)(C)C1=C(NC2=CN=C(C=C21)N2CCC(CC2)NCC(=O)N(C)C)C=2C=C(C=1N(C2)N=CN1)OC